2-(2-(2-hydroxyethoxy)ethoxy)-3-nitrobenzoic acid OCCOCCOC1=C(C(=O)O)C=CC=C1[N+](=O)[O-]